4-amino-3-chloro-6-(2,3-difluoro-4-iodophenyl)-5-fluoro-pyridine-2-carboxylic acid methyl ester COC(=O)C1=NC(=C(C(=C1Cl)N)F)C1=C(C(=C(C=C1)I)F)F